C5'-bromo-2-methyl-1'-(tetrahydro-2H-pyran-2-yl)spiro[cyclopropane-1,3'-indoline]-2'-one BrC=1C=C2C3(C(N(C2=CC1)C1OCCCC1)=O)C(C3)C